OC[C@@H]([C@@H](CSCCCCCCCCCCCCC)O)NC(CCCCCCC)=O N-((2s,3s)-1,3-dihydroxy-4-(tridecylthio)butan-2-yl)octanamide